diisopropyl fluorophosphate P(=O)(OC(C)C)(OC(C)C)F